4-(1-Methyl-5-(5-(4-(oxetan-3-yl)piperazin-1-yl)pyridin-2-ylamino)-6-oxo-1,6-dihydropyridin-3-yl)-2-(1-oxo-3,4,6,7,8,9-hexahydropyrazino[1,2-a]indol-2(1H)-yl)nicotinaldehyde CN1C=C(C=C(C1=O)NC1=NC=C(C=C1)N1CCN(CC1)C1COC1)C1=CC=NC(=C1C=O)N1C(C=2N(C=3CCCCC3C2)CC1)=O